Cinnamoyl-L-leucine C(C=CC1=CC=CC=C1)(=O)N[C@@H](CC(C)C)C(=O)O